FC1=C2C(C(=CNC2=CC(=C1)OC)C(=O)OCC)=O ethyl 5-fluoro-7-methoxy-4-oxo-1,4-dihydroquinoline-3-carboxylate